N-{4-[2-(2-chloro-3-fluorophenyl)acetamido]pyridin-2-yl}-N-(3,4-difluorophenyl)acetamide ClC1=C(C=CC=C1F)CC(=O)NC1=CC(=NC=C1)N(C(C)=O)C1=CC(=C(C=C1)F)F